Cl.N1(CCCC12CCNCC2)CC2=C(C=C(C=C2)C(F)(F)F)NCCC(C(=O)O)(C)C 4-((2-((1,8-diazaspiro[4.5]decan-1-yl)methyl)-5-(trifluoromethyl)phenyl)amino)-2,2-dimethylbutyric acid hydrochloride